(3S)-3-(5-chlorothiophen-2-yl)-3-hydroxypropanenitrile ClC1=CC=C(S1)[C@H](CC#N)O